NC1=CC=CC=C1 aminobenzene